FC1=C(C=C(C=C1)F)[C@@H]1N(CCC1)C1=NC=2N(C=C1)N=CC2C2=CC=CC(=N2)N2CCN(CC2)CC2=C(C=NC=C2)N2C(NC(CC2)=O)=O (R)-1-(4-((4-(6-(5-(2-(2,5-difluorophenyl)pyrrolidin-1-yl)pyrazolo[1,5-a]pyrimidin-3-yl)pyridin-2-yl)piperazin-1-yl)methyl)pyridin-3-yl)dihydropyrimidine-2,4(1H,3H)-dione